C(=O)(OC(C)(C)C)C(CCC[C@H](N)C(=O)O)N epsilon-Boc-L-lysine